tert-butyl (3R,4S)-3-[[2-[5-[[(1-tert-butylpyrrole-3-carbonyl)amino]methyl]-1,2,4-oxadiazol-3-yl]-1-(2,2,2-trifluoroethyl) indol-4-yl] amino]-4-fluoro-piperidine-1-carboxylate C(C)(C)(C)N1C=C(C=C1)C(=O)NCC1=NC(=NO1)C=1N(C2=CC=CC(=C2C1)N[C@@H]1CN(CC[C@@H]1F)C(=O)OC(C)(C)C)CC(F)(F)F